NN1NC(=CC(=N1)SC)NC(C)C 2-amino-4-(methylthio)-6-(isopropylamino)triazine